FC1=CC2=C(N(C(N=C2N2[C@H](CNCC2)C)=O)C=2C(=NC=CC2O)C(C)C)N=C1C1=C(C=CC=C1CCCO)F 6-fluoro-7-(2-fluoro-6-(3-hydroxypropyl)phenyl)-1-(4-hydroxy-2-isopropylpyridin-3-yl)-4-((S)-2-methylpiperazin-1-yl)pyrido[2,3-d]pyrimidin-2(1H)-one